C(C)OC(=O)C1=CC=NC2=CC=C(C=C12)Br.CC1(CN(C1)C=1C=C2C(=CC=NC2=CC1)C(=O)OCC)CS(=O)(=O)C Ethyl 6-(3-methyl-3-((methylsulfonyl)methyl)azetidin-1-yl)quinoline-4-carboxylate Ethyl-6-bromoquinoline-4-carboxylate